2-amino-4,5-dihydrobenzo[D]thiazol-6(7H)-one NC=1SC2=C(N1)CCC(C2)=O